(2-((5-cyano-4-(phenylamino)pyrimidin-2-yl)amino)-5-(morpholinomethyl)phenyl)acrylamide C(#N)C=1C(=NC(=NC1)NC1=C(C=C(C=C1)CN1CCOCC1)C(C(=O)N)=C)NC1=CC=CC=C1